C(C=C)NC=1C(=C(C=NC1)CC1=C(C(=NC=C1)NS(=O)(=O)[SH+]C)F)C 4-[[5-(allylamino)-4-methyl-3-pyridinyl]methyl]-3-fluoro-N-(methylsulfaniosulfonyl)pyridin-2-amine